C1(=CC=CC=C1)C1=CC=CC=C1O 6-phenyl-phenol